OCOC[C@H]1C(CC[C@H]2C(CCC[C@]12C)(C)C)=O (1S,4aS,8aS)-1-((hydroxymethoxy)methyl)-5,5,8a-trimethyloctahydronaphthalen-2(1H)-one